3-[(3S)-1-azabicyclo[2.2.2]oct-3-yloxy]-5-(5-methyl-1,3-thiazol-2-yl)benzonitrile N12C[C@H](C(CC1)CC2)OC=2C=C(C#N)C=C(C2)C=2SC(=CN2)C